4-(5-(5-fluoro-2-methoxypyridin-4-yl)-1H-pyrazole-3-carbonyl)-4-azaspiro[2.5]octane-7-carboxylic acid FC=1C(=CC(=NC1)OC)C1=CC(=NN1)C(=O)N1C2(CC2)CC(CC1)C(=O)O